C(C)(C)(C)C1=CC=2C(=NC=C(N2)C(CP(=O)(OC)OC)=O)O1 1-(6-tert-Butylfuro[2,3-b]pyrazin-2-yl)-2-dimethoxyphosphoryl-ethanone